C(C1=CC=CC=C1)OC(=O)N1CC2CCC(C1)N2C2=C(C(=CC=C2)F)NC(=O)N2CCC(CC2)C2=CC=C(C=C2)C.CC(C(=O)NS(=O)(=O)N2CCCC2)C 2-methyl-N-(pyrrolidin-1-ylsulfonyl)propionamide benzyl-8-(3-fluoro-2-{[4-(4-methylphenyl)piperidine-1-carbonyl]amino}phenyl)-3,8-diazabicyclo[3.2.1]octane-3-carboxylate